(2S)-2-[(5-chloro-8-hydroxy-1-oxo-3,4-dihydroisochromene-7-carbonyl)amino]-3-phenylpropionic acid ClC1=C2CCOC(C2=C(C(=C1)C(=O)N[C@H](C(=O)O)CC1=CC=CC=C1)O)=O